CN(CCCC(O)C=1C=NC=CC1)N=O 4-(methylnitrosoamino)-1-(3-pyridyl)-1-butanol